triazinylboronic acid N1=NN=C(C=C1)B(O)O